FC1=C(C=CC(=C1)[N+](=O)[O-])CCN1CCN(CC1)C(=O)OC(C)(C)C Tert-butyl 4-[2-(2-fluoro-4-nitrophenyl)ethyl]piperazine-1-carboxylate